FC1(CN(CCC1)S(=O)(=O)NC(OC)=O)F methyl N-[(3,3-difluoro-1-piperidyl)sulfonyl]carbamate